3-(4-(1-(5-((4-(4-chloro-7,7-dimethyl-5-oxo-5,7-dihydroindolo[1,2-a]quinazolin-10-yl)-4-fluoropiperidin-1-yl)methyl)pyrazin-2-yl)piperidin-4-yl)-2,6-difluorophenyl)piperidine-2,6-dione ClC=1C=2C(N=C3N(C2C=CC1)C1=CC(=CC=C1C3(C)C)C3(CCN(CC3)CC=3N=CC(=NC3)N3CCC(CC3)C3=CC(=C(C(=C3)F)C3C(NC(CC3)=O)=O)F)F)=O